1-(3-pyridyl)-5-methyl-2,5-diazahexane N1=CC(=CC=C1)CNCCN(C)C